ClC1=CC2=C(N=CN(C2=O)CC2(CCN(CC2)C(=O)C2=CN=C(O2)C2CC2)O)N1C1=CC=C(C=C1)F 6-Chloro-3-((1-(2-cyclopropyloxazole-5-carbonyl)-4-hydroxypiperidin-4-yl)methyl)-7-(4-fluorophenyl)-3H-pyrrolo[2,3-d]pyrimidin-4(7H)-one